C(C1=CC=CC=C1)OCCCC1=NOC(=C1)C(C(=O)OCC)C(C)C ethyl 2-[3-[3-(benzyloxy) propyl]-1,2-oxazol-5-yl]-3-methylbutyrate